O1C(C=CC=C1)C1=CC2=C(C(=C1O)C1[C@H](O)[C@@H](O)[C@H](O)[C@H](O1)CO)NC1=C2C2=C(C=3C4=CC=C(C=C4NC13)O)C(N(C2=O)NC(CO)CO)=O pyranyl-Glucosyl-12,13-dihydro-2,10-dihydroxy-6-[[2-hydroxy-1-(hydroxymethyl)ethyl]amino]-5H-indolo[2,3-a]pyrrolo[3,4-c]carbazole-5,7(6H)-dione